FC(N1N=CC(=C1)C=1C=C(C2=C(N=CS2)C1)O)F 5-(1-(difluoromethyl)-1H-pyrazol-4-yl)benzo[d]thiazol-7-ol